3-[[4-[(2R)-2-[(2-tert-Butoxycarbonyl-2-azaspiro[3.3]heptan-6-yl)amino]-3-[1-(trifluoromethyl)cyclopropyl]propoxy]-6-(2,6-dimethylphenyl)pyrimidin-2-yl]sulfamoyl]benzoic acid C(C)(C)(C)OC(=O)N1CC2(C1)CC(C2)N[C@@H](COC2=NC(=NC(=C2)C2=C(C=CC=C2C)C)NS(=O)(=O)C=2C=C(C(=O)O)C=CC2)CC2(CC2)C(F)(F)F